1-(2-fluoropyridin-4-yl)-3-oxocyclobutane-1-carboxylic acid FC1=NC=CC(=C1)C1(CC(C1)=O)C(=O)O